cyclopropyl(cis-2,6-dimethyl-4-(2-(6-(trifluoromethyl)imidazo[1,2-a]pyridin-3-yl)pyrimidin-4-yl)piperazin-1-yl)methanone C1(CC1)C(=O)N1[C@H](CN(C[C@H]1C)C1=NC(=NC=C1)C1=CN=C2N1C=C(C=C2)C(F)(F)F)C